CC\C=C\CCCCCCCCCC trans-3-tetradecene